COC1=C(C=NC=C1)C=1C=NC=2CCN(CC2C1)C=1C(=CC=2N(N1)C(C=C(N2)C)=O)C 7-(3-(4-methoxypyridin-3-yl)-7,8-dihydro-1,6-naphthyridin-6(5H)-yl)-2,8-dimethyl-4H-pyrimido[1,2-b]pyridazin-4-one